2-(2,5-dimethyl-1H-pyrrol-1-yl)-5-methoxy-pyridine CC=1N(C(=CC1)C)C1=NC=C(C=C1)OC